C(CCCCC(=O)OCC1CC2OC2CC1)(=O)OCC1CC2OC2CC1 bis(7-oxabicyclo[4.1.0]hept-3-ylmethyl) adipate